3-ethyl-1,3-benzoxazol-2(3H)-one C(C)N1C(OC2=C1C=CC=C2)=O